Chloromethyl-trimethoxysilane ClC[Si](OC)(OC)OC